1-(4-(3-(benzo[d]isoxazol-5-yl)-1-tosyl-1H-pyrrolo[2,3-b]pyridin-5-yl)benzyl)piperidin-3-ol O1N=CC2=C1C=CC(=C2)C2=CN(C1=NC=C(C=C12)C1=CC=C(CN2CC(CCC2)O)C=C1)S(=O)(=O)C1=CC=C(C)C=C1